FC=1C=C(C=CC1F)C(=O)C=1C=NC(=NC1)C=1CCNCC1 (3,4-difluorophenyl)(2-(1,2,3,6-tetrahydropyridin-4-yl)pyrimidin-5-yl)methanone